(RS)-5-(5-(((2R,3R,4S,5R,6R)-4-(4-(2,3-difluoro-4-methylphenyl)-1H-1,2,3-triazol-1-yl)-5-hydroxy-6-(hydroxymethyl)-3-methoxytetrahydro-2H-pyran-2-yl)methyl)isoxazol-3-yl)azepan-2-one FC1=C(C=CC(=C1F)C)C=1N=NN(C1)[C@@H]1[C@H]([C@H](O[C@@H]([C@@H]1O)CO)CC1=CC(=NO1)[C@@H]1CCC(NCC1)=O)OC |&1:29|